(3-fluoro-2-(3-methyl-1H-1,2,4-triazol-1-yl)pyridin-4-yl)boronic acid FC=1C(=NC=CC1B(O)O)N1N=C(N=C1)C